4-[2-(4-Hydroxy-3-methoxyphenyl)acetamido]pyridin OC1=C(C=C(C=C1)CC(=O)NC1=CC=NC=C1)OC